pyrido[3,4-b]quinoxaline C1=NC=CC=2C1=NC1=CC=CC=C1N2